C(#N)C=1C=C(CNC(C2=CC=C(C=C2)C2=NC=CC3=C2C=CO3)=O)C=CC1 N-(3-cyanobenzyl)-4-(furo[3,2-c]pyridin-4-yl)benzamide